2-(2,6-dioxopiperidin-3-yl)-5-fluoro-6-((1S,4S)-5-(piperidin-4-ylmethyl)-2,5-diazabicyclo[2.2.1]heptan-2-yl)isoindoline-1,3-dione O=C1NC(CCC1N1C(C2=CC(=C(C=C2C1=O)F)N1[C@@H]2CN([C@H](C1)C2)CC2CCNCC2)=O)=O